COC1=CC=C2CCC(C2=C1)N1CCN(CC1)C1=C(C(N(C=2C=CC(=NC12)C#N)CCOC)=O)[N+](=O)[O-] 8-(4-(6-methoxy-2,3-dihydro-1H-inden-1-yl)piperazin-1-yl)-5-(2-methoxyethyl)-7-nitro-6-oxo-5,6-dihydro-1,5-naphthyridine-2-carbonitrile